C(C)(C)(C)C(C(=O)O[C@H]1CN[C@H](CC1)CO)N1C[C@H](CC1)COC1=CC2=C(C(=C(C=C2C=C1)OCC1=CC=CC=C1)N1S(NC(C1)=O)(=O)=O)F (3r,6r)-6-(hydroxymethyl)piperidin-3-ol tert-butyl-2-[(3S)-3-[[6-benzyloxy-8-fluoro-7-(1,1,4-trioxo-1,2,5-thiadiazolidin-2-yl)-2-naphthyl]oxymethyl]pyrrolidin-1-yl]acetate